3-(3-(4-chloro-5-fluoropyrimidin-2-yl)-1-(3,3,3-trifluoropropyl)-1H-pyrazol-5-yl)isoxazole ClC1=NC(=NC=C1F)C1=NN(C(=C1)C1=NOC=C1)CCC(F)(F)F